C(CC)OO hydroxy propyl oxide